6-bromo-2-methyl-1-isopropyl-1H-benzo[d]Imidazole BrC=1C=CC2=C(N(C(=N2)C)C(C)C)C1